C(C1=CC=CC=C1)OC(=O)N1CCC2=C(C=CC=C12)CC=1C=C(C(=O)O)C=C(N1)C(NC)=O 2-((1-((benzyloxy)carbonyl)indolin-4-yl)methyl)-6-(methylcarbamoyl)isonicotinic acid